C1(=C(C=CC=C1)NC(=S)N)C mono-o-tolyl-thiourea